(3S)-N-[3-[2-(2-hydroxy-2-methylpropoxy)-6-(morpholin-4-yl)pyridin-4-yl]-4-methylphenyl]-3-(trifluoromethoxy)pyrrolidine-1-carboxamide OC(COC1=NC(=CC(=C1)C=1C=C(C=CC1C)NC(=O)N1C[C@H](CC1)OC(F)(F)F)N1CCOCC1)(C)C